methyl 3-iodoimidazo[1,2-a]pyrimidine-7-carboxylate IC1=CN=C2N1C=CC(=N2)C(=O)OC